(4,4-difluoropiperidin-1-yl)(1H-pyrrolo[2,3-b]pyridin-5-yl)methylthioketone FC1(CCN(CC1)C(C=1C=C2C(=NC1)NC=C2)C(=S)C(N2CCC(CC2)(F)F)C=2C=C1C(=NC2)NC=C1)F